1H-pyrrolo[3,2-b]pyridine-5-carboxamide N1C=CC2=NC(=CC=C21)C(=O)N